C(C)(C)(C)OC(=O)NN(C(OC(C)(C)C)=O)C1(CCN(CC1)C(=O)C1(CCC1)C)C tert-butyl N-(tert-butoxycarbonylamino)-N-[4-methyl-1-(1-methylcyclobutanecarbonyl)-4-piperidyl]carbamate